(E)-cyclopropylpyrimidine-2,4,5-triamine C1(CC1)C1=C(C(=NC(=N1)N)N)N